(Z)-1-(4-amino-2-fluorobut-2-en-1-yl)-4-(3-((3,3-difluoropyrrolidin-1-yl)sulfonyl)phenyl)-N-methyl-1H-benzo[d][1,2,3]triazole-6-carboxamide NC\C=C(\CN1N=NC2=C1C=C(C=C2C2=CC(=CC=C2)S(=O)(=O)N2CC(CC2)(F)F)C(=O)NC)/F